ClC1([C@H]([C@@H]1C1=CC(=C(C=C1)F)C(F)(F)F)C(=O)O)Cl (1R,3R)-2,2-dichloro-3-(3-trifluoromethyl-4-fluorophenyl)cyclopropanecarboxylic acid